NC1=C(C=CC(=C1F)N(CC1=CC=C(C=C1)C(F)(F)F)C)NC(CC(C)(C)C)=O N-(2-Amino-3-fluoro-4-(methyl(4-(trifluoromethyl)benzyl)amino)phenyl)-3,3-dimethylbutanamid